Cl.ClC=1C=CC(=NC1)[C@H](C)N1C(=NC2=C1C=CC=C2)N2C[C@H]([C@@H](CC2)F)N (3R,4R)-1-(1-((S)-1-(5-Chloropyridin-2-yl)ethyl)-1H-benzo[d]imidazol-2-yl)-4-fluoropiperidin-3-amin-hydrochlorid